Gallium Indium [In].[Ga]